(3-((7-((2-methyl-4-(N-methylsulfamoyl)phenyl)amino)-2,6-naphthyridin-1-yl)ethynyl)pyridin-2-yl)carbamate CC1=C(C=CC(=C1)S(NC)(=O)=O)NC1=NC=C2C=CN=C(C2=C1)C#CC=1C(=NC=CC1)NC([O-])=O